di(tetracosyl) peroxydicarbonate C(=O)(OCCCCCCCCCCCCCCCCCCCCCCCC)OOC(=O)OCCCCCCCCCCCCCCCCCCCCCCCC